tert-Butyl N-[(1R)-2-hydroxy-1-(hydroxymethyl)-2-methyl-propyl]carbamate OC([C@@H](CO)NC(OC(C)(C)C)=O)(C)C